CC1(CCN(CC1)C=1OC2=C(C=C(C=C2C(C1)=O)C)C(C)NC1=C(C=CC=C1)S(=O)(=O)NC(C)=O)C N-[2-[1-[2-(4,4-dimethyl-1-piperidyl)-6-methyl-4-oxo-chromen-8-yl]ethylamino]phenyl]sulfonylacetamide